CC1=C(C#N)C=CC=C1C(C)NC1=NN=C(C2=CC(=C(C=C12)NC)C(=O)N1CCC(CC1)N1CCOCC1)C 2-Methyl-3-(1-((4-methyl-7-(methylamino)-6-(4-morpholinopiperidine-1-carbonyl)phthalazin-1-yl)amino)ethyl)benzonitrile